The molecule is a tetracyclic triterpenoid that is lanosta-9(11),24-diene substituted by an oxo group at position 3. It has been isolated from the roots of Rubia yunnanensis. It has a role as a plant metabolite. It is a tetracyclic triterpenoid and a cyclic terpene ketone. It derives from a hydride of a lanostane. C[C@H](CCC=C(C)C)[C@H]1CC[C@@]2([C@@]1(CC=C3[C@H]2CC[C@@H]4[C@@]3(CCC(=O)C4(C)C)C)C)C